(1R,2R,4S)-2-[dimethylamino]methyl-4-(p-fluorobenzyloxy)-1-(m-methoxyphenyl)cyclohexanol CN(C)C[C@@H]1[C@@](CC[C@@H](C1)OCC1=CC=C(C=C1)F)(O)C1=CC(=CC=C1)OC